ClC=1C=C(CNC2=NC(=C3NC=NC3=N2)O)C=CC1 2-(3-chlorobenzylamino)-6-hydroxypurine